C(C)(C)(C)OC(=O)N1C[C@H](CCC1)NC=1C2=C(N=CN1)C(=CC(=N2)C=2CCN(CC2)C)C(N)=O (3S)-3-{[8-carbamoyl-6-(1-methyl-1,2,3,6-tetrahydropyridin-4-yl)pyrido[3,2-d]pyrimidin-4-yl]amino}piperidine-1-carboxylic acid tert-butyl ester